N1=CN=C(C2=C1NC=C2)NC=2C=C(C=CC2N2C1CNC(C2)C1)C#CC(C)(O)C=1SC=CN1 4-(3-((7H-pyrrolo[2,3-d]pyrimidin-4-yl)amino)-4-(2,5-diazabicyclo[2.2.1]heptan-2-yl)phenyl)-2-(thiazol-2-yl)but-3-yn-2-ol